FC(CN1CCC(CC1)S(=O)(=O)NC1=CNC2=CC=C(C=C12)C=1C=NN(C1)C1=CC=C(C=C1)CC)F 1-(2,2-difluoroethyl)-N-(5-(1-(4-ethylphenyl)-1H-pyrazol-4-yl)-1H-indol-3-yl)piperidine-4-sulfonamide